IC[C@@]1([C@H]([C@H]([C@@H](O1)N1C(=O)NC(=O)C=C1)O)O)F 5'-deoxy-5'-iodo-4'-fluorouridine